N-(3-(dimethylamino)propyl)-9-methoxy-5,6-dimethyl-6H-pyrido[4,3-b]carbazole-1-carboxamide CN(CCCNC(=O)C1=NC=CC2=C(C=3N(C=4C=CC(=CC4C3C=C21)OC)C)C)C